O1P(OC1(CCCN)O)(=O)OP(=O)([O-])[O-] (4-amino-1-hydroxybutane-1,1-diyl) diphosphate